1,2-dimercaptopropane SCC(C)S